Cl.Cl.N1(CCCCC1)CCOC1=CC=C(COC2=CC=C(C3=CC=CC=C23)N)C=C1 4-((4-(2-(piperidin-1-yl)ethoxy)benzyl)oxy)naphthalene-1-amine dihydrochloride